5-(4'-bromo-2',6'-diethoxy-[1,1'-biphenyl]-4-carbonyl)-3-methoxythiophene-2-carboxylic acid BrC1=CC(=C(C(=C1)OCC)C1=CC=C(C=C1)C(=O)C1=CC(=C(S1)C(=O)O)OC)OCC